2-((3-methylbutan-2-yl)oxy)isoindole-1,3-dione CC(C(C)ON1C(C2=CC=CC=C2C1=O)=O)C